C(C)(C)(C)OC(=O)N1CC(C1)(O)C=1C=C2C(=CC=NC2=CC1OC)Cl 3-(4-chloro-7-methoxyquinolin-6-yl)-3-hydroxyazetidine-1-carboxylic acid tert-butyl ester